N-acetyl-isatoic anhydride C(C)(=O)N1C=2C(C(=O)OC1=O)=CC=CC2